6-(4-fluorophenethyl)-4-(2-hydroxyethyl)-2-isobutyl-5-(5-methyl-1,3,4-oxadiazol-2-yl)nicotinonitrile FC1=CC=C(CCC2=NC(=C(C#N)C(=C2C=2OC(=NN2)C)CCO)CC(C)C)C=C1